NC(=O)N (S)-urea